C(C)(C)(C)OC(=O)N1C[C@H]([C@@H](CC1)OCC)OC1=CC(=CC=C1)C(F)(F)F (3R,4R)-4-ethoxy-3-(3-(trifluoromethyl)phenoxy)piperidine-1-carboxylic acid tert-butyl ester